9-phenyl-10-(3',4',5'-triphenyl-[1,1':2',1''-terphenyl]-3-yl)anthracene C1(=CC=CC=C1)C=1C2=CC=CC=C2C(=C2C=CC=CC12)C=1C=C(C=CC1)C=1C(=C(C(=C(C1)C1=CC=CC=C1)C1=CC=CC=C1)C1=CC=CC=C1)C1=CC=CC=C1